ClC=1C(=NC=CC1C1=C(C(=CC=C1)NC1=NC=CC(=C1F)CNC1CCOCC1)Cl)C1=CC(=C(CNC[C@@H]2CCC(N2)=O)C=C1)OC (S)-5-(((4-(3-chloro-4-(2-chloro-3-((3-fluoro-4-(((tetrahydro-2H-pyran-4-yl)amino)methyl)pyridin-2-yl)amino)phenyl)pyridin-2-yl)-2-methoxybenzyl)amino)methyl)pyrrolidin-2-one